(R)-4-(7-fluoroimidazo[1,2-a]pyridin-3-yl)-7-((6-((methylamino)methyl)-5-(tetrahydrofuran-3-yl)pyridin-2-yl)amino)isoindolin-1-one FC1=CC=2N(C=C1)C(=CN2)C2=C1CNC(C1=C(C=C2)NC2=NC(=C(C=C2)[C@@H]2COCC2)CNC)=O